Methyl (R)-2-(4-methoxy-2-oxopyrrolidin-1-yl)acetate CO[C@@H]1CC(N(C1)CC(=O)OC)=O